3-(2-naphthyloxy)phthalonitrile C1=C(C=CC2=CC=CC=C12)OC1=C(C(C#N)=CC=C1)C#N